COC=1C=C(C=C(C1OC)OC)N1C=NC(=C1)NC=1C2=C(N=C(N1)N1[C@H](CCC1)CO)NC=C2 (R)-(1-(4-((1-(3,4,5-trimethoxyphenyl)-1H-imidazol-4-yl)amino)-7H-pyrrolo[2,3-d]pyrimidin-2-yl)pyrrolidin-2-yl)methanol